2,2'-dithio-di(ethylamine) C(CSSCCN)N